OC(C(C(=O)O)C)(C)C 3-HYDROXY-2,3-DIMETHYLBUTANOIC ACID